[W]=O.[Sn] tin tungsten oxide